C(C#C)OC1=CC=C(C=C1)C1=CC2=C(N=C(S2)N2C(C3C4C=CC(C3C2=O)C4)=O)C=C1 4-[6-(4-prop-2-ynyloxyphenyl)-1,3-benzothiazol-2-yl]-4-azatricyclo[5.2.1.02,6]dec-8-ene-3,5-dione